ClC=1C=CC(=C(C(=O)NC2=C(C=C(C=C2)C#N)Cl)C1)O 5-chloro-N-(2-chloro-4-cyanophenyl)-2-hydroxybenzamide